(7S)-3-fluoro-4-[3-(8-fluoro-1-methyl-2,4-dioxoquinazolin-3-yl)-2-methylphenyl]-7-(2-hydroxypropan-2-yl)-6,7,8,9-tetrahydro-5H-carbazole-1-carboxamide FC=1C=C(C=2NC=3C[C@H](CCC3C2C1C1=C(C(=CC=C1)N1C(N(C2=C(C=CC=C2C1=O)F)C)=O)C)C(C)(C)O)C(=O)N